[C@H]12N(C[C@H](NC1)CC2)C(=O)OC(C)(C)C (1R,4R)-tert-Butyl 2,5-diazabicyclo[2.2.2]octane-2-carboxylate